ClC1=NC=CC(=N1)C1=C(C=NC=C1)O 4-(2-Chloropyrimidin-4-yl)pyridin-3-ol